N1(CCCCC1)CCOC1=CC2=CC=CC=C2C=C1 2-(2-(piperidin-1-yl)ethoxy)naphthalen